5-(4-(tert-butoxycarbonyl)piperazin-1-yl)-2-methoxyquinoline-8-carboxylic acid C(C)(C)(C)OC(=O)N1CCN(CC1)C1=C2C=CC(=NC2=C(C=C1)C(=O)O)OC